phenylbenzoate (phenyl benzoate) C1(=CC=CC=C1)C1=C(C(=O)O)C=CC=C1.C1(=CC=CC=C1)OC(C1=CC=CC=C1)=O